methyl (E)-4-(7-((5,6,7,8-tetrahydro-1,8-naphthyridin-2-yl)methyl)-2,7-diazaspiro[3.5]nonane-2-yl)but-2-enoate N1=C(C=CC=2CCCNC12)CN1CCC2(CN(C2)C/C=C/C(=O)OC)CC1